ClC=1C(=C(C=CC1OCC1CC1)NC=1C2=C(N=CN1)C=C(C(=N2)O[C@@H]2CNCC2)F)F (S)-N-(3-Chloro-4-(cyclopropylmethoxy)-2-fluorophenyl)-7-fluoro-6-(pyrrolidin-3-yloxy)pyrido[3,2-d]pyrimidin-4-amine